C(C1=CC=CC=C1)C1(CCN(CC1)C1=CC=C(C=N1)C=1C=2N(C=C(C1)OCC)N=CC2C#N)N=C=O 4-[6-(4-benzyl-4-isocyanato-1-piperidyl)-3-pyridyl]-6-ethoxy-pyrazolo[1,5-a]pyridine-3-carbonitrile